S1SC=CC1.S1SC=CC1.[Zn].[Ni] nickel zinc bis(dithiolene)